1,2,3,4-tetrahydroquinoline-8-carboxylic acid N1CCCC2=CC=CC(=C12)C(=O)O